N-isoxazol-3-yl-acetamide O1N=C(C=C1)NC(C)=O